2-azido-N-(4-chlorophenyl)acetamide N(=[N+]=[N-])CC(=O)NC1=CC=C(C=C1)Cl